(1,3-Dimethyl-azetidin-3-yl)-(4-isopropyl-phenyl)-{3-[3-(4-methyl-tetrahydro-pyran-4-yl)-[1,2,4]oxadiazol-5-yl]-phenyl}-methanol CN1CC(C1)(C)C(O)(C1=CC(=CC=C1)C1=NC(=NO1)C1(CCOCC1)C)C1=CC=C(C=C1)C(C)C